C1(=CC=CC=C1)C=1N=NC(=NN1)CC 3-phenyl-6-ethyl-1,2,4,5-tetrazine